N[C@@H]1CN(C[C@@H](C1)C=1C=NC(=CC1)OC)C(=O)OC(C)(C)C tert-butyl (3S,5S)-3-amino-5-(6-methoxypyridin-3-yl)piperidine-1-carboxylate